1-benzyl-N-(1-methyl-2-oxo-1,2,3,4,5,6-hexahydroimidazo[1,5-a][1,3]diazocin-3-yl)-1H-1,2,4-triazole-3-carboxamide C(C1=CC=CC=C1)N1N=C(N=C1)C(=O)NC1C(N(C=2N(CCC1)C=NC2)C)=O